nicotine isophthalate C(C1=CC(C(=O)O)=CC=C1)(=O)O.N1=CC=CC(=C1)C1N(C)CCC1